3-Bromo-1-(3-ethoxy-5-fluorophenyl)-5-(2-methylprop-1-en-1-yl)-1H-pyrazole BrC1=NN(C(=C1)C=C(C)C)C1=CC(=CC(=C1)F)OCC